4-methoxy-3-(N-(2-(piperidin-1-yl)-5-(tetrazol-5-yl)phenyl)sulfamoyl)benzoic acid COC1=C(C=C(C(=O)O)C=C1)S(NC1=C(C=CC(=C1)C1=NN=NN1)N1CCCCC1)(=O)=O